5-(((4-cyanopyridin-2-yl)oxy)methyl)-2-azabicyclo[2.2.1]heptane-2-carboxylic acid tert-butyl ester C(C)(C)(C)OC(=O)N1C2CC(C(C1)C2)COC2=NC=CC(=C2)C#N